benzyl (R)-2-((((9H-fluoren-9-yl)methoxy)carbonyl)amino)-3-iodopropanoate C1=CC=CC=2C3=CC=CC=C3C(C12)COC(=O)N[C@H](C(=O)OCC1=CC=CC=C1)CI